[K].[Na] sodium potassium